CC=1N(C=CC1C(=O)OCCCNC1=NC(=NC=C1Cl)Cl)C1COCC1O 3-((2,5-dichloropyrimidin-4-yl)amino)propan-1-ol Methyl-1-(4-hydroxytetrahydrofuran-3-yl)-1H-pyrrole-3-carboxylate